4-butoxy-2,3-difluoro-benzaldehyde C(CCC)OC1=C(C(=C(C=O)C=C1)F)F